1-octyl-3-methylimidazolium [bis(trifluoromethylsulfonyl)imide] [N-](S(=O)(=O)C(F)(F)F)S(=O)(=O)C(F)(F)F.C(CCCCCCC)N1C=[N+](C=C1)C